OC1=CC=C(C(=O)C=2C=C(C=CC2)OS(N)(=O)=O)C=C1 Sulfamic acid 3-(4-hydroxy-benzoyl)-phenyl ester